CC1=NN(C(=C1)NC(=O)C=1C=NN2C1N=CC=C2)C2=C(C=CC=C2)SC N-(3-methyl-1-(2-(methylthio)phenyl)-1H-pyrazol-5-yl)pyrazolo[1,5-a]pyrimidine-3-carboxamide